1-(3-(2-(methylsulfonyl)-6-(trifluoromethyl)pyrimidin-4-yl)benzyl)pyridin-2(1H)-one CS(=O)(=O)C1=NC(=CC(=N1)C=1C=C(CN2C(C=CC=C2)=O)C=CC1)C(F)(F)F